FC=1C(=C(C(=O)O)C=CC1F)CSC1=CC=CC=C1 3,4-Difluoro-2-((phenylthio)methyl)benzoic acid